COC1=C(CNC=2C=3N(C4=CC(=CC=C4N2)C(=O)OC)C(=NC3C)C)C=CC(=C1)OC Methyl 4-((2,4-dimethoxybenzyl) amino)-1,3-dimethylimidazo[1,5-a]quinoxaline-8-carboxylate